1-hexyl-3-methylimidazole tryptophan salt N[C@@H](CC1=CNC2=CC=CC=C12)C(=O)O.C(CCCCC)N1CN(C=C1)C